methyl-N-[(3R)-1,1,3-trimethyl-2,3-dihydroinden-4-yl]pyrazole-4-carboxamide CC1=NNC=C1C(=O)NC1=C2[C@@H](CC(C2=CC=C1)(C)C)C